OC[C@@H]1OCCN(C1)C1=CC(=NC=N1)N1N=CC2=CC=C(C=C12)[C@@]1(CC12CC2)C#N |o1:2| (S)-1-(1-(6-((R or S)-2-(hydroxymethyl)morpholino)pyrimidin-4-yl)-1H-indazol-6-yl)spiro[2.2]pentane-1-carbonitrile